N[C@@H](C(=O)N1CCC(CC1)=C(F)F)[C@@H](C)C1=CC(=C(C=C1)[N+](=O)[O-])F (2R,3S)-2-amino-1-[4-(difluoromethylidene)piperidin-1-yl]-3-(3-fluoro-4-nitrophenyl)butan-1-one